N[C@H]1CN(C[C@@H](C1)F)C(=O)C1=CC2=C(N(C(=N2)C2=CC=3C(=NC(=CC3)C3=C(C(=C(C(=O)N)C=C3)F)C)N2CC2CC2)C)C(=C1)OC 4-(2-{5-[(3R,5R)-3-amino-5-fluoropiperidine-1-carbonyl]-7-methoxy-1-methyl-1H-1,3-benzodiazol-2-yl}-1-(cyclopropylmethyl)-1H-pyrrolo[2,3-b]pyridin-6-yl)-2-fluoro-3-methylbenzamide